(R)-8-methyl-3-(2-oxa-6-azaspiro[3.3]heptan-6-yl)-N-(1-(3-(trifluoromethyl)phenyl)ethyl)pyrido[2,3-d]pyridazin-5-amine CC=1N=NC(=C2C1N=CC(=C2)N2CC1(COC1)C2)N[C@H](C)C2=CC(=CC=C2)C(F)(F)F